(1S,2S)-2-fluoro-N-(6-(5-methylbenzo[d]thiazol-6-yl)imidazo[1,2-a]pyridin-2-yl)cyclopropanecarboxamide F[C@@H]1[C@@H](C1)C(=O)NC=1N=C2N(C=C(C=C2)C2=CC3=C(N=CS3)C=C2C)C1